2-[(4-pyrimidin-5-ylpiperazin-1-yl)methyl]-1H-indole formate salt C(=O)O.N1=CN=CC(=C1)N1CCN(CC1)CC=1NC2=CC=CC=C2C1